ClC1=C(C=C(C=C1)C(C=O)C1=CC=CC=C1)C=1C(=CC=C(C1F)N1N=CC=C1)C#N 2'-Chloro-6-fluoro-5'-(2-oxo-1-phenylethyl)-5-(1H-pyrazol-1-yl)-[1,1'-biphenyl]-2-carbonitrile